4-(methacryloyloxy)butyltrimethylammonium chloride [Cl-].C(C(=C)C)(=O)OCCCC[N+](C)(C)C